5-bromo-4'-chloro-N-(3-(4,4-difluoropiperidin-1-yl)-4-methoxyphenyl)-[1,1'-biphenyl]-2-carboxamide BrC1=CC=C(C(=C1)C1=CC=C(C=C1)Cl)C(=O)NC1=CC(=C(C=C1)OC)N1CCC(CC1)(F)F